2-(4-nitro-phenyl)-1H-benzimidazole-5-carboxylic acid [N+](=O)([O-])C1=CC=C(C=C1)C1=NC2=C(N1)C=CC(=C2)C(=O)O